N-((2R,3R)-3-Tert-butoxy-1-(pyrrolidin-1-yl)butan-2-yl)-4-fluoro-N,3-dimethylbenzamide C(C)(C)(C)O[C@@H]([C@@H](CN1CCCC1)N(C(C1=CC(=C(C=C1)F)C)=O)C)C